C1CC(CCCCCCCCC1)=O cyclododecan-3-one